C(#N)C1=C(C=C(C=C1)C1=CN(C2=NC=CC(=C21)OC2=C(C=C(C=C2F)NC(=O)N[C@H](C)C2COC2)F)COCC[Si](C)(C)C)OC |r| (+/-)-N-(4-{[3-(4-cyano-3-methoxyphenyl)-1-{[2-(trimethylsilyl)ethoxy]methyl}-1H-pyrrolo[2,3-b]pyridin-4-yl]oxy}-3,5-difluorophenyl)-N'-[1-(oxetan-3-yl)ethyl]urea